C(=C)[SiH](C)C vinyl-dimethylsilane